N1(CCCC1)CC(=O)NC=1SC=CC1C(=O)O 2-(pyrrolidin-1-ylacetamido)thiophene-3-carboxylic acid